FC(C1=NN=C(O1)C=1C=CC(=NC1)CN1N=NC(=C1)C1CN(C1)C(=O)OC(C)(C)C)F tert-butyl 3-(1-((5-(5-(difluoromethyl)-1,3,4-oxadiazol-2-yl)pyridin-2-yl)methyl)-1H-1,2,3-triazol-4-yl)azetidin-1-carboxylate